Ethyl (1R,5S)-8-(4-methoxybenzyl)-3-(3-nitro-2-oxo-1,2-dihydro-1,7-naphthyridin-4-yl)-3,8-diazabicyclo[3.2.1]octane-2-carboxylate COC1=CC=C(CN2[C@H]3C(N(C[C@@H]2CC3)C3=C(C(NC2=CN=CC=C32)=O)[N+](=O)[O-])C(=O)OCC)C=C1